N1-Benzylpropanediamine C(C1=CC=CC=C1)NC(CC)N